2-[carboxymethyl(methyl)amino]acetic acid C(=O)(O)CN(CC(=O)O)C